ClC1=C(C=O)C=C(C=C1)OC1=CC=CC=C1 2-chloro-5-phenoxybenzaldehyde